3-[5-(bromomethyl)-1-oxo-isoindolin-2-yl]piperidine BrCC=1C=C2CN(C(C2=CC1)=O)C1CNCCC1